CC(C[C@H](C)N1C=NC(=C1)C(=O)OCC)C ethyl 1-[(2S)-4-methylpentan-2-yl]-1H-imidazole-4-carboxylate